4-Benzyl-2-mercapto-6-oxo-1,6-dihydro-pyrimidine-5-carbonitrile C(C1=CC=CC=C1)C=1N=C(NC(C1C#N)=O)S